FC1=C(OC2=CC=C(C=N2)CN2CC[C@@H]([C@@H]2C)O)C=CC(=C1)F (4S,5S)-1-{(6-(2,4-difluorophenoxy)pyridine-3-yl)methyl}-4-hydroxy-5-methylpyrrolidine